C(C)(C)(C)C1NCC12CC(C2)N2N=CC(=C2C2=C(C=CC=C2)F)C(F)(F)F tert-butyl-6-(5-(2-fluoro-phenyl)-4-(trifluoromethyl)-1H-pyrazol-1-yl)-2-azaspiro[3.3]heptane